amino-5-amino-1-methyl-1H-pyrazole-4-carboxamide NC1=NN(C(=C1C(=O)N)N)C